benzyl-6-(trifluoromethoxy)spiro[indan-2,4'-piperidin]-1-ol C(C1=CC=CC=C1)N1CCC2(CC1)C(C1=CC(=CC=C1C2)OC(F)(F)F)O